tert-butyl 4-(5-((1S,5R)-3-(7-cyano-3-fluoropyrazolo[1,5-a]pyridin-4-yl)-5-(trifluoromethyl)-3-azabicyclo[3.1.0]hexan-1-yl)-1,3,4-oxadiazol-2-yl)piperidine-1-carboxylate C(#N)C1=CC=C(C=2N1N=CC2F)N2C[C@@]1(C[C@@]1(C2)C(F)(F)F)C2=NN=C(O2)C2CCN(CC2)C(=O)OC(C)(C)C